ClC=1C=C2C(=NC1)C(NS2(=O)C(C)C)=O 6-chloro-1-isopropyl-1-oxo-isothiazolo[4,5-b]pyridin-3-one